O=C1N(C(CC1)=O)OC(=O)[C@]1(CC/C=C/[C@H](CC1)OC(=O)N(CC(=O)O)C)C 2-[({[(1S,2E,6S)-6-{[(2,5-Dioxopyrrolidin-1-yl)oxy]carbonyl}-6-methylcyclooct-2-en-1-yl]oxy}carbonyl)(methyl)amino]acetic acid